C(O[C@@H]1[C@H](O[C@H]([C@H]1F)N1C=C(C2=C1N=CN=C2N)I)CO)(SC(C)C)=O O-((2R,3R,4S,5R)-5-(4-amino-5-iodo-7H-pyrrolo[2,3-d]pyrimidin-7-yl)-4-fluoro-2-(hydroxymethyl)tetrahydrofuran-3-yl) S-isopropyl carbonothioate